1-(Endo-3-((4-((4-([1,2,4]triazolo[1,5-a]pyridin-7-yloxy)-3-methylphenyl)amino)-7-methoxyquinazolin-6-yl)oxy)-8-azabicyclo[3.2.1]oct-8-yl)prop-2-en-1-one N=1C=NN2C1C=C(C=C2)OC2=C(C=C(C=C2)NC2=NC=NC1=CC(=C(C=C21)OC2CC1CCC(C2)N1C(C=C)=O)OC)C